(3S,4S)-4-(3,4-dihydroisoquinolin-2(1H)-yl)-1-(benzenesulfonyl)piperidin-3-ol C1N(CCC2=CC=CC=C12)[C@@H]1[C@H](CN(CC1)S(=O)(=O)C1=CC=CC=C1)O